(7R,13R)-4-fluoro-7,13-dimethyl-8,14-dioxa-10,19,20-triazatetracyclo[13.5.2.12,6.018,21]tricosa-1(20),2,4,6(23),15,17,21-heptaen-9-one FC=1C=C2C3=NNC4=CC=C(O[C@@H](CCNC(O[C@@H](C(C1)=C2)C)=O)C)C=C34